C(CC(=O)OC(C)(C)C)(=O)OC methyl (t-butyl) malonate